3-(3-(2-hydroxyphenyl)-7H-pyrrolo[2,3-c]pyridazin-6-yl)bicyclo[1.1.1]pentane OC1=C(C=CC=C1)C1=CC2=C(N=N1)NC(=C2)C21CC(C2)C1